C(#N)C=1C=CC(=C(C1)NC1=C(C#N)C=CC=N1)N1CCNCC1 2-((5-cyano-2-(piperazin-1-yl)phenyl)amino)nicotinonitrile